9-decenyl-trimethylsilane C(CCCCCCCC=C)[Si](C)(C)C